2-((2-((2-isopropyl-6-methoxy-1,2,3,4-tetrahydroisoquinolin-7-yl)amino)-7H-pyrrolo[2,3-d]pyrimidin-4-yl)amino)-N,N-dimethylbenzenesulfonamide C(C)(C)N1CC2=CC(=C(C=C2CC1)OC)NC=1N=C(C2=C(N1)NC=C2)NC2=C(C=CC=C2)S(=O)(=O)N(C)C